1,2-bis(4-chlorophenyl)-ethane-1,2-diamine ClC1=CC=C(C=C1)C(C(N)C1=CC=C(C=C1)Cl)N